C1CCC2=C(C=3CCCC3C=C12)NC(O[C@@H]1CN2C(OC1)=C(C=N2)S(NC(NC2=C1CCCC1=CC=1CCCC21)=O)(=O)=O)=O (R)-3-(N-((1,2,3,5,6,7-hexahydro-s-indacen-4-yl)carbamoyl)sulfamoyl)-6,7-dihydro-5H-pyrazolo[5,1-b][1,3]oxazin-6-yl (1,2,3,5,6,7-hexahydro-s-indacen-4-yl)carbamate